perfluoro-n-propyliodide FC(C(C(F)(F)F)(F)F)(F)I